2-hydroxy-biphenyl-3-carboxylic acid (2-chloro-4-nitro-phenyl)-amide ClC1=C(C=CC(=C1)[N+](=O)[O-])NC(=O)C=1C(=C(C=CC1)C1=CC=CC=C1)O